C1=CC=CC=2C3=CC=CC=C3N(C12)C1=CC=2C3=C(N(C2C=C1)C1=NC=CC=C1)C=CC=N3 8-(9H-carbazol-9-yl)-5-(pyridin-2-yl)-5H-pyrido[3,2-b]indole